C(#N)C1=CC(=C(C=C1)NC(=O)[C@@H]1CN([C@H](O1)C(F)(F)F)C1=CC(=C(C=C1)C#N)C(F)(F)F)F (2R,5S)-N-(4-Cyano-2-fluorophenyl)-3-(4-cyano-3-(trifluoromethyl)phenyl)-2-(trifluoromethyl)oxazolidin-5-carboxamid